7-bromospiro[chromane-3,1'-cyclobutane]-2-one BrC1=CC=C2CC3(CCC3)C(OC2=C1)=O